(S)-1-(2-(1H-pyrrolo[2,3-b]pyridin-3-yl)ethyl)-7-ethoxy-6-methoxy-3,4-dihydroisoquinolin-2(1H)-formaldehyde N1C=C(C=2C1=NC=CC2)CC[C@@H]2N(CCC1=CC(=C(C=C21)OCC)OC)C=O